O=C1NC(CCC1N1C(C2=CC=C(C=C2C1=O)NCCCN1CCN(CC1)C1=NC(=CC=C1)C1=CN=C2N1N=C(C=C2)N2[C@H](CCC2)C2=CC(=CC=C2)F)=O)=O 2-(2,6-dioxopiperidin-3-yl)-5-((3-(4-(6-(6-((R)-2-(3-fluorophenyl)pyrrolidin-1-yl)imidazo[1,2-b]pyridazin-3-yl)pyridin-2-yl)piperazin-1-yl)propyl)amino)isoindoline-1,3-dione